(4'-amino-5'-methyl-3-(neopentyloxy)spiro[chromeno[2,3-b]pyridine-5,2'-imidazole]-7-yl)-5-chloropyridine-2-carboxamide NC1=NC2(N=C1C)C1=CC(=CC=C1OC1=NC=C(C=C12)OCC(C)(C)C)C=1C(=NC=C(C1)Cl)C(=O)N